(3S,4R)-1-(4-((8-(3-(1H-1,2,3-triazol-1-yl)azetidin-1-yl)-5-isopropylisoquinolin-3-yl)amino)pyrimidin-2-yl)-3-fluoro-3-methylpiperidin-4-ol N1(N=NC=C1)C1CN(C1)C=1C=CC(=C2C=C(N=CC12)NC1=NC(=NC=C1)N1C[C@]([C@@H](CC1)O)(C)F)C(C)C